2,4,6-tri(tribromophenoxy)-1,3,5-triazabenzene BrC1=C(C(=C(OC2=NC(=NC(=N2)OC2=C(C(=C(C=C2)Br)Br)Br)OC2=C(C(=C(C=C2)Br)Br)Br)C=C1)Br)Br